C(C)(=O)C1=CC(=CN1CCC1=CNC2=CC=C(C=C12)O)NC(C)=O N-[5-acetyl-1-[2-(5-hydroxy-1H-indol-3-yl)ethyl]-1H-pyrrole-3-yl]acetamide